2-(4-(2-(3-fluoro-2-methylpyridin-4-yl)-3-isopropyl-1H-indol-5-yl)piperidin-1-yl)-N,N-dimethylacetamide FC=1C(=NC=CC1C=1NC2=CC=C(C=C2C1C(C)C)C1CCN(CC1)CC(=O)N(C)C)C